4-methyl-3,4-dihydro-2H-1,4-benzoxazine CN1CCOC2=C1C=CC=C2